Dimethyl-isopropylaminophenanthrene tert-Butyl-((7R)-2-(2-bromo-3-methylpyrazolo[1,5-a]pyrimidine-6-carbonyl)-2-azabicyclo[2.2.1]heptan-7-yl)carbamate C(C)(C)(C)N(C(O)=O)[C@H]1C2N(CC1CC2)C(=O)C=2C=NC=1N(C2)N=C(C1C)Br.CC=1C(=C(C=2C=CC3=CC=CC=C3C2C1)NC(C)C)C